cerium N-nitrosophenyl-hydroxylamine salt N(=O)N(O)C1=CC=CC=C1.[Ce]